2-bromo-2'-chlorospirobifluorene BrC=1C2(C3=CC4=CC=CC=C4C3=CC1)C(=CC=C1C3=CC=CC=C3C=C12)Cl